N[C@H]1C[C@H](N(C1)C1=C(C=CC(=C1)C=1C=NC=CC1C#N)C=1C(=NC(=NC1)C1=C(C=C(C=C1OC)C)F)C(=O)N)CO (2-((2S,4S)-4-amino-2-(hydroxymethyl)pyrrolidin-1-yl)-4-(4-cyanopyridin-3-yl)phenyl)-2-(2-fluoro-6-methoxy-4-methylphenyl)pyrimidine-4-carboxamide